N,N'-di-tert-butoxycarbonyl-1H-pyrazole-1-carboxamidine C(C)(C)(C)OC(=O)NC(=NC(=O)OC(C)(C)C)N1N=CC=C1